CC=1C=C(C=CC1)N=C=S 3-methylphenylisothiocyanate